2-(3-cyano-5-(trifluoromethyl)benzamido)benzo[d]thiazole-6-carboxylic acid C(#N)C=1C=C(C(=O)NC=2SC3=C(N2)C=CC(=C3)C(=O)O)C=C(C1)C(F)(F)F